[F-].C(CCCCCCC)[NH+]1C(=CC=C1)CC octyl-2-ethylpyrrolium fluoride